3-phenyl-3-(4-morpholinophenyl)-6-methoxy-7-(4-(2-methacryloxyethyl)carbamyloxypiperidin-1-yl)-13,13-dimethyl-3H,13H-indeno[2',3':3,4]naphtho[1,2-b]pyran C1(=CC=CC=C1)C1(C=CC2=C(O1)C=1C=C(C(=CC1C1=C2C(C2=CC=CC=C21)(C)C)N2CCC(CC2)OC(NCCOC(C(=C)C)=O)=O)OC)C2=CC=C(C=C2)N2CCOCC2